5,7-difluoro-3-(1,2,5,6-tetrahydropyridin-3-yl)-1H-indole FC=1C=C2C(=CNC2=C(C1)F)C=1CNCCC1